3-bromo-2,5-difluoronitrobenzene BrC=1C(=C(C=C(C1)F)[N+](=O)[O-])F